FC([C@@H]1[C@H](C1)C1=CC=2N(N=C1C1=NC=NC=C1)C=NC2)F 4-(((1S,2S)-2-(difluoromethyl)cyclopropyl)imidazo[1,5-b]pyridazin-2-yl)pyrimidine